tert-butyl (4-chloro-6-cyclopropyl-3-iodopyridin-2-yl)carbamate ClC1=C(C(=NC(=C1)C1CC1)NC(OC(C)(C)C)=O)I